C[C@H]1N([C@@H](CN(C1)C1=NC=C(C=N1)C(F)(F)F)C)C(=O)OCC1CC2(CN(C2)CC2=CC=CC=C2)C1 {2-benzyl-2-azaspiro[3.3]heptan-6-yl}methyl (2R,6R)-2,6-dimethyl-4-[5-(trifluoromethyl)pyrimidin-2-yl]piperazine-1-carboxylate